C[Si](C)(C)[N-][Si](C)(C)C.[Li+] lithium (bistrimethylsilylamide)